COC=1C=C(C=C(C1)C1=CC=CC=C1)C#N 5-methoxy-[1,1'-biphenyl]-3-carbonitrile